(S)-2-(dimethylamino)-1,3,2-oxathiaphospholane 2-sulfide CN([P@]1(OCCS1)=S)C